1-(Benzyloxy)-3,3-dimethylpyrrolidine-2,5-dione C(C1=CC=CC=C1)ON1C(C(CC1=O)(C)C)=O